(R)-1-(5-ethyl-1-methyl-1H-pyrazol-3-yl)-3-morpholinopropan-1-ol C(C)C1=CC(=NN1C)[C@@H](CCN1CCOCC1)O